The molecule is a naphthalenesulfonic acid that is 3-(phenyldiazenyl)naphthalene-2,7-disulfonic acid carrying additional phenyldiazenyl, hydroxy and acetamido substituents at position 3, 4, and 5 respectively. The disodium salt is the biological stain 'azophloxine'. It is a member of azobenzenes, a naphthalenesulfonic acid, a member of naphthols and a member of acetamides. It is a conjugate acid of a 5-acetamido-4-hydroxy-3-(phenyldiazenyl)naphthalene-2,7-disulfonate. CC(=O)NC1=C2C(=CC(=C1)S(=O)(=O)O)C=C(C(=C2O)N=NC3=CC=CC=C3)S(=O)(=O)O